N-(3-bromophenyl-ethyl)cyclopropanecarboxamide BrC=1C=C(C=CC1)CCNC(=O)C1CC1